CC(/C=C/C(C(=O)OCC)NC(=O)C1=CC(=NN1C)C=1C=NC=CC1)(C)C ethyl (E)-5,5-dimethyl-2-[1-methyl-3-(3-pyridyl)-5-pyrazolylcarbonylamino]-3-hexenoate